7-{(1S)-2-[4,6-bis(trifluoromethyl)-1,3,5-triazin-2-yl]-6-chloro-2,3,4,9-tetrahydro-1H-pyrido[3,4-b]indol-1-yl}-2,6-dimethylheptane-2,3-diol FC(C1=NC(=NC(=N1)C(F)(F)F)N1[C@H](C=2NC3=CC=C(C=C3C2CC1)Cl)CC(CCC(C(C)(O)C)O)C)(F)F